C(C)(C)(C)OC(=O)N1C=2N(CC(C1)NC(C=C)=O)N=CC2C2=CC=C(C=C2)C(F)(F)F tert-butyl-6-acrylamido-3-(4-(trifluoromethyl)phenyl)-6,7-dihydropyrazolo[1,5-a]pyrimidine-4(5H)-carboxylate